C(C(C)C)[C@H]1[C@@H](C[C@H]2N(CCC3=CC(=C(C=C23)OC)OC)C1)OC([C@H](C(C)C)N)=O (S)-2-amino-3-methyl-butyric acid (2r,3r,11br)-3-isobutyl-9,10-dimethoxy-1,3,4,6,7,11b-hexahydro-2H-pyrido[2,1-a]isoquinol-2-yl ester